N1=C(C=CC2=CC=CC=C12)C=C 2-(2-quinolyl)ethylene